ClC=1C=C(C=C(C1)C)C=1N=NC2=CC=C(C=C2C1N1CCC2(CCN2)CC1)C=1C=C(C(=O)N)C=C(C1)F 3-[3-(3-chloro-5-methylphenyl)-4-{1,7-diazaspiro[3.5]nonan-7-yl}cinnolin-6-yl]-5-fluorobenzamide